OSC#N hypothiocyanous acid